CN(CC1CNCCO1)C N,N-dimethyl-2-morpholin-methanamine